2-[[3-(4-chlorophenyl)-5-methyl-triazol-4-yl]methyl]-5-(dimethylamino)pyridazin-3-one ClC1=CC=C(C=C1)N1N=NC(=C1CN1N=CC(=CC1=O)N(C)C)C